2-(3-dibenzofuranyl)amino-9,9-dimethylfluorene C1=CC(=CC=2OC3=C(C21)C=CC=C3)NC3=CC=2C(C1=CC=CC=C1C2C=C3)(C)C